N-(4-(4-amino-2-(2-methoxyethyl)-1H-imidazo[4,5-c]quinolin-1-yl)butyl)-N-(1,1-dioxothietin-3-yl)acetamide NC1=NC=2C=CC=CC2C2=C1N=C(N2CCCCN(C(C)=O)C2=CS(C2)(=O)=O)CCOC